5-cyclohexyloxycarbonyl-bicyclo[2.2.1]-2-heptene C1(CCCCC1)OC(=O)C1C2C=CC(C1)C2